((allyloxy)methyl)benzene (+/-)-Benzyl-(cis)-bicyclo[3.1.0]hex-2-en-6-ylcarbamate C(C1=CC=CC=C1)N(C(O)=O)C1C2CC=CC12.C(C=C)OCC1=CC=CC=C1